(2-fluoro-5-(2,2,2-trifluoroethoxy)phenyl)methanol FC1=C(C=C(C=C1)OCC(F)(F)F)CO